butyric acid (+-)-2-methylbutyl ester C[C@@H](COC(CCC)=O)CC |r|